(S)-3-(4-((S)-1-ethoxy-2,2,2-trifluoroethyl)-3-((4-fluorophenyl)amino)phenyl)pentanoic acid C(C)O[C@H](C(F)(F)F)C1=C(C=C(C=C1)[C@H](CC(=O)O)CC)NC1=CC=C(C=C1)F